C(C1=CC=CC=C1)OC=1C=C(C(=O)O[C@H]2[C@H](OC3=CC(=CC(=C3C2)OCC2=CC=CC=C2)OCC2=CC=CC=C2)C2=CC(=C(C(=C2)OCC2=CC=CC=C2)OCC2=CC=CC=C2)OCC2=CC=CC=C2)C=C(C1OC(CC(C)C)=O)OCC1=CC=CC=C1 (2R,3R)-5,7-bis(benzyloxy)-2-(3,4,5-tris(benzyloxy)phenyl)chroman-3-yl 3,5-bis(benzyloxy)-4-((3-methylbutanoyl)oxy)benzoate